ClC1=C(C=CC=C1C1=NC=CC(=C1Cl)C1=NC(=C(C=C1)CNC[C@H]1NC(CC1)=O)OC)NC(C1=NC=C(C=C1)CNCCOC)=O (S)-N-(2-Chloro-3-(3'-chloro-6-methoxy-5-((((5-oxopyrrolidin-2-yl)methyl)amino)methyl)-[2,4'-bipyridin]-2'-yl)phenyl)-5-(((2-methoxyethyl)amino)methyl)picolinamide